OCC1=CC=C(O1)C(=O)O 5-hydroxymethyl-2-furanoic acid